FC1(CCC(CC1)[C@@H](C=1N=C2N(N=C(C=C2)CC2C(NC[C@@H](C2)C(F)(F)F)=O)C1)NC(OCC1=CC=CC=C1)=O)F Benzyl ((1S)-(4,4-difluorocyclohexyl)(6-(((5R)-2-oxo-5-(trifluoromethyl)piperidin-3-yl)methyl)imidazo[1,2-b]pyridazin-2-yl)methyl)carbamate